3-chloro-6-methoxy-2-(4-methyl-5-(2-methylpyridin-3-yl)-4H-1,2,4-triazol-3-yl)pyridine ClC=1C(=NC(=CC1)OC)C1=NN=C(N1C)C=1C(=NC=CC1)C